3-[2-(2-chloro-6-fluorophenyl)propan-2-yl]-4-[(4-fluorophenyl)methyl]-4,5-dihydro-1,2,4-oxadiazol-5-one ClC1=C(C(=CC=C1)F)C(C)(C)C1=NOC(N1CC1=CC=C(C=C1)F)=O